[Cu].C(COCCO)O diethylene glycol copper salt